S1C=NC(=C1)O Thiazole-4-ol